[I-].[Li+] lithium iodide salt